BrC1=C(C=C(C=C1)C(C(C)C)=O)C(F)(F)F 1-(4-Bromo-3-(trifluoromethyl)phenyl)-2-methylpropan-1-one